azetidin-3-yl 6-[5-(6-methyl-2-pyridyl)-1H-pyrazol-4-yl]quinoline-4-carboxylate CC1=CC=CC(=N1)C1=C(C=NN1)C=1C=C2C(=CC=NC2=CC1)C(=O)OC1CNC1